(6-((4-chloro-2-fluorobenzyl)oxy)-3,5-difluoropyridin-2-yl)piperazine TFA salt OC(=O)C(F)(F)F.ClC1=CC(=C(COC2=C(C=C(C(=N2)N2CCNCC2)F)F)C=C1)F